ClC1CCC(CC1)NF 3-chloro-6-cyclohexylaminofluoran